[4-bromo-2-fluoro-3-(hydroxymethyl)phenyl]methanol BrC1=C(C(=C(C=C1)CO)F)CO